C(C)(C)(C)C1=CC=C(CNC(CN)C)C=C1 N2-(4-tert-butylbenzyl)-1,2-propanediamine